FC(C1=CC=C(C=N1)CC1(CC1)C(=O)OC(C)(C)C)(F)F tert-butyl 1-[[6-(trifluoromethyl)-3-pyridyl]methyl]cyclopropanecarboxylate